((3S,7aS)-3-(((2-(difluoromethyl)pyrimidin-4-yl)oxy)methyl)tetrahydro-1H-pyrrolizin-7a(5H)-yl)methanol FC(C1=NC=CC(=N1)OC[C@@H]1CC[C@@]2(CCCN12)CO)F